2-(but-2-yn-1-yl)-7-((2S,5R)-5-ethyl-4-(1-(isoquinolin-3-yl)ethyl)-2-methylpiperazin-1-yl)-4-methyl-2,4-dihydro-5H-pyrazolo[4,3-b]pyridin-5-one C(C#CC)N1N=C2C(N(C(C=C2N2[C@H](CN([C@@H](C2)CC)C(C)C=2N=CC3=CC=CC=C3C2)C)=O)C)=C1